1,2,4-tris(isopropoxymethoxy)benzene C(C)(C)OCOC1=C(C=C(C=C1)OCOC(C)C)OCOC(C)C